methyl 5-methyl-2-(methylamino)cyclopentene-1-carboxylate CC1CCC(=C1C(=O)OC)NC